ClC=1C(=CC(=NC1)NC1=CC=C(C=C1)N1CCOCC1)C1=CC2=C(N(C=N2)C)C=C1 5-chloro-4-(1-methyl-1H-benzo[d]imidazol-5-yl)-N-(4-morpholinophenyl)pyridin-2-amine